benzyl (2-(2-(2-(phenylamino)ethoxy)ethoxy)ethyl)carbamate C1(=CC=CC=C1)NCCOCCOCCNC(OCC1=CC=CC=C1)=O